3-(((8-(4-(difluoromethoxy)phenyl)-1,6-naphthyridin-5-yl)amino)methyl)tetrahydrofuran-3-ol FC(OC1=CC=C(C=C1)C=1C=NC(=C2C=CC=NC12)NCC1(COCC1)O)F